dimethylhexadecyl-[3-(trimethoxysilyl)propyl]ammonium bromide [Br-].C[N+](CCC[Si](OC)(OC)OC)(CCCCCCCCCCCCCCCC)C